FC1=CC(=C(C=C1)C1=NOC(=N1)C1C(C12CCN(CC2)S(=O)(=O)N)(C)C)C(F)(F)F 2-{3-[4-Fluoro-2-(trifluoromethyl)phenyl]-1,2,4-oxadiazol-5-yl}-1,1-dimethyl-6-azaspiro[2.5]octan-6-sulfonamid